1-(2-((2-(2-cyano-3-(thiazol-2-yl)acryloyl)-1-propyl-1,2,3,4-tetrahydroisoquinolin-6-yl)oxy)acetyl)piperidine-4-carboxamide C(#N)C(C(=O)N1C(C2=CC=C(C=C2CC1)OCC(=O)N1CCC(CC1)C(=O)N)CCC)=CC=1SC=CN1